C(C)(C)(C)OC(=O)N[C@@H](C(C)C)C(=O)O[C@@H]1[C@H](O[C@@]([C@@H]1O)(C#N)C1=CC=C2C(=NC=NN21)NC(C2=CC=CC=C2)=O)CO (2R,3S,4R,5R)-5-(4-benzamidopyrrolo[2,1-f][1,2,4]triazin-7-yl)-5-cyano-4-hydroxy-2-(hydroxymethyl)tetrahydrofuran-3-yl (tert-butoxycarbonyl)-L-valinate